perfluorodecyl-dimethylallylammonium iodide [I-].F[N+](C(C(=C(C(F)(F)F)C(F)(F)F)F)(F)F)(C(C(C(C(C(C(C(C(C(C(F)(F)F)(F)F)(F)F)(F)F)(F)F)(F)F)(F)F)(F)F)(F)F)(F)F)F